ClC1=C(C(=O)N[C@H]2[C@H]3CC[C@@H](C2)N3C#N)C=CC(=C1)C1=NC(=CC=C1)C1(CC1)C#C 2-chloro-N-((1R,2R,4S)-7-cyano-7-azabicyclo[2.2.1]heptan-2-yl)-4-(6-(1-ethynylcyclopropyl)-2-pyridinyl)benzamide